OC(C(=O)O)C α-hydroxy-propanoic acid